3-[(1S,4S)-5-methyl-2,5-diazabicyclo[2.2.1]heptane-2-yl]cyclobutane-1-carboxamide CN1[C@@H]2CN([C@H](C1)C2)C2CC(C2)C(=O)N